Cl.FC1=C(C=CC(=C1F)OC)C1=CN=C2N1C=CN=C2NC2=CC(=C(C(=O)NC[C@@H]1CNCC1)C=C2)CC (S)-4-((3-(2,3-difluoro-4-methoxyphenyl)imidazo[1,2-a]pyrazin-8-yl)amino)-2-ethyl-N-(pyrrolidin-3-ylmethyl)benzamide hydrochloride